butanesulfonic acid 2-propynyl ester C(C#C)OS(=O)(=O)CCCC